FC1=CC=C(C=C1)N1N=CC2=C1C=C1CCN(C[C@]1(C2)C(=O)C=2SC=CN2)S(=O)(=O)C2=CC(=CC=C2)N2CCCC2 (R)-(1-(4-fluorophenyl)-6-((3-(pyrrolidin-1-yl)phenyl)sulfonyl)-4,4a,5,6,7,8-hexahydro-1H-pyrazolo[3,4-g]isoquinolin-4a-yl)(thiazol-2-yl)methanone